4-Bromo-2-fluoro-6-methylbenzaldehyde BrC1=CC(=C(C=O)C(=C1)C)F